2-{5-bromopyrrolo[1,2-c]pyrimidin-7-yl}-N-ethyl-5-fluoro-N-(isopropyl)benzamide BrC=1C=C(N2C=NC=CC21)C2=C(C(=O)N(C(C)C)CC)C=C(C=C2)F